Fmoc-4-aminobutyric acid C(=O)(OCC1C2=CC=CC=C2C2=CC=CC=C12)C(C(=O)O)CCN